OC1(C(CCC1)N1C(C(=CC2=C1N=C(N=C2)NC2(C(CN(CC2([2H])[2H])S(=O)(=O)C([2H])([2H])[2H])([2H])[2H])[2H])C([2H])(F)F)=O)C([2H])([2H])[2H] (±)-8-(2-hydroxy-2-(methyl-d3)cyclopentyl)-6-(difluoromethyl-d)-2-((1-((methyl-d3)sulfonyl)piperidin-4-yl-3,3,4,5,5-d5)-amino)pyrido[2,3-d]pyrimidin-7(8H)-one